N1C2=C(NCCC1)C=NC=C2 2,3,4,5-tetrahydro-1H-pyrido[3,4-b][1,4]diazepine